COC=1C=C(C=CC1)C=1C=C2C(=NC1)NCN2CC2OCCC2 6-(3-methoxyphenyl)-1-(tetrahydrofuran-2-ylmethyl)-3H-imidazo[4,5-b]Pyridine